C(C)(C)C=1C=NN2C1N=C(C=C2)C2=NC(=NC=C2)S(=O)(=O)C 3-isopropyl-5-(2-methylsulfonyl-pyrimidin-4-yl)pyrazolo[1,5-a]pyrimidine